[Cl-].[Cl-].C1(CCCC1)=[Zr+2](C1=C(C(=CC=2C3=CC(=C(C=C3CC12)C)C(C)(C)C)C(C)(C)C)C)C1C=CC=C1 cyclopentylidene(cyclopentadienyl)(2,7-dimethyl-3,6-di-tert-butylfluorenyl)zirconium dichloride